N(=C=O)CCC[Si](OCC)(OCC)C 3-isocyanatopropylmethyldiethoxysilane